C(C1=CC=CC=C1)N1C=C2C(C=3C=CC=NC13)=CCNC2 6-benzyl-2,3,4,6-tetrahydropyrido[3,4-c][1,8]naphthyridine